tert-butyl 2-(3-bromophenyl)-3-(3-((2-ethoxy-2-oxoethyl)thio)-2,2-dimethylpropoxy)-2-methylpropanoate BrC=1C=C(C=CC1)C(C(=O)OC(C)(C)C)(COCC(CSCC(=O)OCC)(C)C)C